BrC1=CC=C2C(=NN(C2=C1)CC1=CC=C(C=C1)OC)C(=O)NC 6-bromo-1-(4-methoxybenzyl)-N-methyl-1H-indazole-3-carboxamide